FC(COC=1C=NC=CC1)(F)F 3-(2,2,2-trifluoroethoxy)pyridin